2-(hydroxymethyl)-2-methyl-Propane-1,3-diol OCC(CO)(CO)C